C1(CC1)C=1C=C(CN(C(CN(S(=O)(=O)C2=C(C(=C(C(=C2F)F)F)F)F)CC2=C(C=C(C=C2F)F)F)=O)C2=C(C=C(C(=O)O)C=C2C)C)C=C(C1)C1CC1 4-(N-(3,5-dicyclopropylbenzyl)-2-(N-(2,4,6-trifluorobenzyl)-(2,3,4,5,6-pentafluoro-phenyl)sulfonamido)acetamido)-3,5-dimethylbenzoic acid